FC(C1=C(CN2C(N=CC3=C2N=CC=C3)N3CC(CC3)C(F)(F)F)C=CC=C1)(F)F N-(2-(trifluoromethyl)benzyl)-2-(3-(trifluoromethyl)pyrrolidin-1-yl)pyrido[2,3-d]pyrimidin